C1(CCCCC1)NC(C1=CC=C(C=C1)C1CCC(CC1)CCCCC)=O N-cyclohexyl-4-(4-pentylcyclohexyl)benzamide